3-methoxy-N-(5-{5-(trifluoromethyl)-5-[3-(trifluoromethyl)phenyl]-4,5-dihydro-1,2-oxazol-3-yl}indan-1-yl)propionamide COCCC(=O)NC1CCC2=CC(=CC=C12)C1=NOC(C1)(C1=CC(=CC=C1)C(F)(F)F)C(F)(F)F